FC(C=1C=C2C(NCNC2=CC1)=O)(F)F 6-(trifluoromethyl)-2,3-dihydroquinazolin-4(1H)-one